(3-(10-bromoanthracen-9-yl)phenyl)diphenylphosphine oxide BrC1=C2C=CC=CC2=C(C2=CC=CC=C12)C=1C=C(C=CC1)P(C1=CC=CC=C1)(C1=CC=CC=C1)=O